5-((5-(1-ethoxyvinyl)pyridin-2-yl)methoxy)-1,3,4-thiadiazol-2-amine C(C)OC(=C)C=1C=CC(=NC1)COC1=NN=C(S1)N